(2-(2,6-Dimethyltetrahydro-2H-pyran-4-yl)quinolin-6-yl)methanol CC1OC(CC(C1)C1=NC2=CC=C(C=C2C=C1)CO)C